[N+](=O)([O-])C1=CC=C(C=C1)C1=CC=C(C=C1)N=NC1=CC=CC=C1 4'-(p-nitrophenyl)azobenzene